8-(2-(2-(cyanomethyl)azetidin-1-yl)-7,7-difluoro-6,7-dihydro-5H-cyclopenta[d]pyrimidin-4-yl)-2,3-dihydrobenzo[f][1,4]thiazepine-4(5H)-carboxylate 1,1-dioxide C(#N)CC1N(CC1)C=1N=C(C2=C(N1)C(CC2)(F)F)C2=CC1=C(CN(CCS1(=O)=O)C(=O)[O-])C=C2